ethyl 2-[4-[[(1S)-1-[(2S,4R)-4-hydroxy-2-[[(1S)-1-[4-(4-methylthiazol-5-yl)phenyl]ethyl]carbamoyl]pyrrolidine-1-carbonyl]-2,2-dimethyl-propyl]carbamoyl]cyclohexyl]acetate O[C@@H]1C[C@H](N(C1)C(=O)[C@H](C(C)(C)C)NC(=O)C1CCC(CC1)CC(=O)OCC)C(N[C@@H](C)C1=CC=C(C=C1)C1=C(N=CS1)C)=O